(S)-4-(((S)-3-fluoro-2-methoxypropyl)(4-(5,6,7,8-tetrahydro-1,8-naphthyridin-2-yl)butyl)amino)-2-((2-methylquinazolin-4-yl)amino)butanoic acid FC[C@H](CN(CC[C@@H](C(=O)O)NC1=NC(=NC2=CC=CC=C12)C)CCCCC1=NC=2NCCCC2C=C1)OC